N-(6-(5-fluoropyridin-3-yl)pyridazin-3-yl)-4-(2-methyl-6,7-dihydropyrazolo[1,5-a]pyrimidin-4(5H)-yl)-4-oxobutanamide FC=1C=C(C=NC1)C1=CC=C(N=N1)NC(CCC(=O)N1C=2N(CCC1)N=C(C2)C)=O